(S)-N-(5-(3-aminopyrrolidin-1-yl)-2-morpholinooxazolo[4,5-b]pyridin-6-yl)-2-(2-methylpyridin-4-yl)oxazole-4-carboxamide N[C@@H]1CN(CC1)C1=C(C=C2C(=N1)N=C(O2)N2CCOCC2)NC(=O)C=2N=C(OC2)C2=CC(=NC=C2)C